ClC1=C(C=C(C=C1)CC(=O)O)[N+](=O)[O-] 2-(4-chloro-3-nitro-phenyl)acetic acid